2-{(4R)-8-fluoro-2-[4-(3-methoxyphenyl)piperazin-1-yl]-3-[2-methoxy-5-(trifluoromethyl)phenyl]-3,4-dihydroquinazolin-4-yl}acetic acid FC=1C=CC=C2[C@H](N(C(=NC12)N1CCN(CC1)C1=CC(=CC=C1)OC)C1=C(C=CC(=C1)C(F)(F)F)OC)CC(=O)O